C[C@H](CC1=C(C=C(C=C1Cl)Cl)Cl)C1=NNC=C1C(=O)N ((1R)-1-methyl-2-(2,4,6-trichlorophenyl)ethyl)pyrazol-4-carboxamide